(1R,2S)-2-amino-3,3-difluorocycloheptan-1-ol 2,2,2-trifluoroacetate FC(C(=O)O)(F)F.N[C@H]1[C@@H](CCCCC1(F)F)O